NC=1N=NC(=NN1)N 3,6-diamino-1,2,4,5-tetrazine